C(#C)[C@@]1([C@@H](O[C@@]([C@H]1O)(CO)CF)N1C=NC=2C(N)=NC=NC12)O 2'-C-Ethynyl-4'-C-(fluoromethyl)adenosine